6-(5-fluoro-2-oxoindolin-3-ylidene)-1,4,5,6-tetrahydrocyclopenta[c]pyrazole-3-carboxamide FC=1C=C2C(C(NC2=CC1)=O)=C1CCC2=C1NN=C2C(=O)N